FC=1C(=CC=2C3=C(NC(C2C1)=O)COC[C@H]3N(C(=O)NC3=CC(=C(C(=C3)F)F)F)C)F (S)-1-(8,9-difluoro-6-oxo-1,4,5,6-tetrahydro-2H-pyrano[3,4-c]isoquinolin-1-yl)-1-methyl-3-(3,4,5-trifluorophenyl)urea